FC=1C=C(CC2=CN=C(S2)NC(=O)C2=NN(C(CC2)=O)C)C=C(C1)F N-(5-(3,5-difluorobenzyl)thiazol-2-yl)-1-methyl-6-oxo-1,4,5,6-tetrahydropyridazine-3-carboxamide